NC1=C2C(=NC=N1)N(N=C2C2=CC=C(C=C2)NC(C2=C(C=CC(=C2)F)OC)=O)C=2C=NC(=CC2)N2CCNCC2 N-(4-(4-amino-1-(6-(piperazin-1-yl)pyridin-3-yl)-1H-pyrazolo[3,4-d]pyrimidin-3-yl)phenyl)-5-fluoro-2-methoxybenzamide